NC1=CC(=C2C(N(CCCOCC(C3=NN=C(C1=N2)O3)(C(F)(F)F)O)CC3=CC(=CC(=C3)F)C3CCC3)=O)C(F)(F)F 17-amino-12-[(3-cyclobutyl-5-fluoro-phenyl)methyl]-6-hydroxy-6,15-bis(trifluoromethyl)-8,19-dioxa-3,4,12,18-tetrazatricyclo[12.3.1.12,5]nonadeca-1(18),2,4,14,16-pentaen-13-one